NC1=NC=2C=C(C(=CC2C2=C1C=NN2C)C(=O)N(C2COCC1=NC(=CC=C12)C(F)(F)F)C)COC(F)(F)F 4-amino-N,1-dimethyl-7-((trifluoromethoxy)methyl)-N-(2-(trifluoromethyl)-5,8-dihydro-6H-pyrano[3,4-b]pyridin-5-yl)-1H-pyrazolo[4,3-c]quinoline-8-carboxamide